monohydroxyl-sodium O[Na]